N-[4-(2-Hydroxypropan-2-yl)phenyl]-2-[4-([1,2,4]triazolo[1,5-a]pyridin-7-yl)phenyl]acetamide OC(C)(C)C1=CC=C(C=C1)NC(CC1=CC=C(C=C1)C1=CC=2N(C=C1)N=CN2)=O